2-(4-(5-chloro-2-(4-chloro-1H-1,2,3-triazol-1-yl)phenyl)-2,5-dioxopiperazine-1-yl)-3-(4-cyanophenyl)propanoic acid ClC=1C=CC(=C(C1)N1CC(N(CC1=O)C(C(=O)O)CC1=CC=C(C=C1)C#N)=O)N1N=NC(=C1)Cl